C(C)(C)(C)OC(=O)N1CC(C1)(C1=CC=C(C=C1)C(=O)N1CCC(CC1)OC1=CC=C(C=C1)C(F)(F)F)O.S1N=NC(C1)=S thiadiazolinethione tert-butyl-3-hydroxy-3-(4-(4-(4-(trifluoromethyl)phenoxy)piperidine-1-carbonyl)phenyl)azetidine-1-carboxylate